OCCS(=O)(=O)C=1C=C(OC[C@H](CN[C@H]2COC3(C2)CCN(CC3)S(=O)(=O)C3=CC(=CC=C3)C3=CC=NC=C3)O)C=CC1 (S)-1-(3-(2-hydroxyethylsulfonyl)phenoxy)-3-((R)-8-(3-(pyridin-4-yl)benzenesulfonyl)-1-oxa-8-azaspiro[4.5]decan-3-ylamino)propan-2-ol